Cl.NC1CCN(CC1)C=1N=C(C(=C2C1N(N=C2)C)C2=CC(=C(C=C2)OC)O)C2=CC(=C(C#N)C=C2)F 4-(7-(4-aminopiperidin-1-yl)-4-(3-hydroxy-4-methoxyphenyl)-1-methyl-1H-pyrazolo[3,4-c]pyridin-5-yl)-2-fluorobenzonitrile hydrochloride